5-bromo-6-cyclopentyl-2-hydroxy-pyridine-3-carboxylic acid ethyl ester C(C)OC(=O)C=1C(=NC(=C(C1)Br)C1CCCC1)O